8-(1-Difluoromethyl-1H-pyrazol-4-yl)-1-(3-fluoro-5-methoxy-pyridin-4-yl)-7-methoxy-3-methyl-1,3-dihydroimidazo[4,5-c]quinolin-2-one FC(N1N=CC(=C1)C1=CC=2C3=C(C=NC2C=C1OC)N(C(N3C3=C(C=NC=C3OC)F)=O)C)F